CN(C)CC1=C(C=CC=C1)C=1C=C(SC1)[C@@H](C)N1CC2=CC(=CC=C2C=N1)N1CCOCC1 (R)-N-(1-(4-(2-((dimethylamino)methyl)phenyl)thiophen-2-yl)ethyl)-7-morpholinophthalazin